[C@H]12COC[C@@H]2C1N(C1=CC2=C(N=CN=C2N)C(=N1)C=1C(=C(C=CC1C)O)C)C 3-((R)-6-(((1R,5S,6r)-3-oxabicyclo[3.1.0]hexan-6-yl)(methyl)amino)-4-aminopyrido[3,4-d]pyrimidin-8-yl)-2,4-dimethylphenol